4-methoxy-3-(piperazin-1-yl)benzonitrile COC1=C(C=C(C#N)C=C1)N1CCNCC1